1-(2-(dimethylamino)ethyl)-1H-indazol-5-amine CN(CCN1N=CC2=CC(=CC=C12)N)C